3-(difluoromethyl)-4-fluorophenylcarbamate FC(C=1C=C(C=CC1F)NC([O-])=O)F